BrC=1C(=NC(=NC1)NC1CCOCC1)C1=CC=C2CN(C(C2=C1)=O)CC(=O)O 2-(6-{5-bromo-2-[(oxan-4-yl)amino]pyrimidin-4-yl}-1-oxo-2,3-dihydro-1H-isoindol-2-yl)acetic acid